BrC1=C(C=CC=C1)C=CCC(C(=O)OC)(C)C methyl 5-(2-bromophenyl)-2,2-dimethylpent-4-enoate